CC1=CC=C2C(CC3C(COC3)C2=C1)C1C(OC(C1)=O)=O 1,3,3a,4,5,9b-hexahydro-8-methyl-5-(tetrahydro-2,5-dioxo-3-furanyl)-naphtho[1,2-c]furan